(R)-7-(8-aminooct-6-yn-1-yl)-N-(1-(3-bromophenyl)ethyl)-6-methoxy-2-methyl-quinazolin-4-amine NCC#CCCCCCC1=C(C=C2C(=NC(=NC2=C1)C)N[C@H](C)C1=CC(=CC=C1)Br)OC